bis(2-butyloctyl) 10-[[1-[2-[tert-butyl(dimethyl)silyl]oxyethyl]-4-piperidyl]methyl-octylsulfinyl-amino]nonadecanedioate [Si](C)(C)(C(C)(C)C)OCCN1CCC(CC1)CN(C(CCCCCCCCC(=O)OCC(CCCCCC)CCCC)CCCCCCCCC(=O)OCC(CCCCCC)CCCC)S(=O)CCCCCCCC